BrC1=CNC2=CC(=CC=C12)Br 3,6-dibromoindole